C(C)(C)(C)OC(=O)C=1C=CC2=C(N(C=N2)CCOC)C1 1-(2-methoxyethyl)-1H-benzo[d]imidazole-6-carboxylic acid tert-butyl ester